ClC1=C(C=C(C(=O)N(C2=C(C=CC=C2)OCCC2=NNC(N2)=O)C)C=C1)C=1C=NC(=CC1C#N)C(F)(F)F 4-Chloro-3-(4-cyano-6-trifluoromethyl-pyridin-3-yl)-N-methyl-N-{2-[2-(5-oxo-4,5-dihydro-1H-[1,2,4]triazol-3-yl)-ethoxy]-phenyl}-benzamide